C[C@@H]1[C@H](C2=CC(=CC=C2C1)C)NC1=NC(=NC(=N1)N)C(C)F N2-[(1R,2S)-2,3-dihydro-2,6-dimethyl-1H-inden-1-yl]-6-(1-fluoroethyl)-1,3,5-triazine-2,4-diamine